CC1=CCCCC1 4-methylcyclohex-3-ene